ethyl 2-[2-(azidomethyl)-6-chloro-phenyl]-2,2-difluoro-acetate N(=[N+]=[N-])CC1=C(C(=CC=C1)Cl)C(C(=O)OCC)(F)F